CN1C(C=C(C=C1C)C(=O)C=1N[C-](SC1)S)=O methyl-6-methyl-2-oxo-1,2-dihydropyridine-4-carbonyl(2-mercaptothiazolide)